2-(1-methyl-1H-imidazol-4-yl)-4-nitroaniline CN1C=NC(=C1)C1=C(N)C=CC(=C1)[N+](=O)[O-]